C(=O)=C1N(C(C2=CC=CC=C12)=C=O)C[C@H]1CN(CCO1)C(=O)OC(C)(C)C tert-butyl (2S)-2-[(1,3-dicarbonyl-2,3-dihydro-1H-isoindol-2-yl)methyl]morpholine-4-carboxylate